C(C)(C)(C)OC(=O)C=1C=C2C=CNC2=CC1 Indole-5-carboxylic acid tert-butyl ester